C(C)OC(COC1=CC(=NC=C1)C(=O)O)=O 4-(2-ethoxy-2-oxoethoxy)pyridine-2-carboxylic acid